OCCNC=1C=C(C=C(C1)OC)NC(=O)NC1=C(C=CC=C1)CCO 1-[3-(2-hydroxyethylamino)-5-methoxyphenyl]-3-[2-(2-hydroxyethyl)phenyl]urea